CN(C(C)=O)[C@H]1C(=NN(C1)C(=O)N[C@H](C)C=1C=NC(=NC1)C(F)(F)F)C1=CC=C(C=C1)C (R)-4-(N-methylacetamido)-3-(4-methylphenyl)-N-((R)-1-(2-(trifluoromethyl)pyrimidin-5-yl)ethyl)-4,5-dihydro-1H-pyrazole-1-carboxamide